Cl.N1=C(N=CC=C1)N pyrimidamine hydrochloride